(E)-ethyl 5-((methylsulfonyl)oxy)pent-2-enoate CS(=O)(=O)OCC/C=C/C(=O)OCC